2-((6-(1-aminoisoquinolin-5-yl)-2,3-dihydro-1H-inden-1-yloxy)phenyl)acetic acid NC1=NC=CC2=C(C=CC=C12)C1=CC=C2CCC(C2=C1)OC1=C(C=CC=C1)CC(=O)O